((1R,5S,6r)-3-oxabicyclo[3.1.0]Hex-6-yl)N3-methyl-1-((S)-1-phenylethyl)-1H-pyrazole-3,5-dicarboxamide [C@@H]12COC[C@H]2C1C=1C(=NN(C1C(=O)N)[C@@H](C)C1=CC=CC=C1)C(=O)NC